N1(N=NC=C1)/C=C/C(=O)OC Methyl (E)-3-(1H-1,2,3-triazol-1-yl)acrylate